C1(=CC=CC=C1)C=1N=NC(=C(N1)SC(C(=O)NC)C)C1=CC=CC=C1 2-[(3,6-diphenyl-1,2,4-triazin-5-yl)sulfanyl]-N-methylpropanamide